6-Cyclopropyl-N-(5-formyl-2-hydroxy-3-(trifluoromethyl)phenyl)-4-(2-(4-methyl-4H-1,2,4-triazol-3-yl)phenyl)picolinamide C1(CC1)C1=CC(=CC(=N1)C(=O)NC1=C(C(=CC(=C1)C=O)C(F)(F)F)O)C1=C(C=CC=C1)C1=NN=CN1C